N-((7S)-bicyclo[4.2.0]octa-1,3,5-trien-7-yl)-1-(((3S)-1-((3-cyano-1-azetidinyl)sulfonyl)-3-piperidinyl)carbonyl)-D-prolinamide C12=CC=CC=C2[C@H](C1)NC([C@@H]1N(CCC1)C(=O)[C@@H]1CN(CCC1)S(=O)(=O)N1CC(C1)C#N)=O